N-((5-(([1,1'-biphenyl]-2-yloxy)methyl)-4,5-dihydroisoxazol-3-yl)methyl)-6,7-dihydrothieno[3,2-c]pyridine-5(4H)-carboxamide C1(=C(C=CC=C1)OCC1CC(=NO1)CNC(=O)N1CC2=C(CC1)SC=C2)C2=CC=CC=C2